C[C@@]1(N(C2(CC2C1)COC)C(=O)OC(C)(C)C)C(=O)[O-] (3S)-2-tert-Butyl 3-methyl-(methoxymethyl)-2-azabicyclo[3.1.0]hexane-2,3-dicarboxylate